O[C@@H]1C[C@H](N(C1)C(C(C(C)C)C1=CC(=NO1)OCCCCCCC(=O)OCC)=O)C(NCC1=CC=C(C=C1)C1=C(N=CS1)C)=O 1-Ethyl 7-((5-(1-((2S,4R)-4-hydroxy-2-((4-(4-methylthiazol-5-yl)benzyl)carbamoyl)pyrrolidin-1-yl)-3-methyl-1-oxobutan-2-yl)isoxazol-3-yl)oxy)heptanoate